O=C(/C=C/C=1C=C2OC=3C=CC=C(C3NC2=CC1)C(=O)O)C1=CC=CC=C1 7-[(E)-3-Oxo-3-phenylprop-1-enyl]-10H-phenoxazine-1-carboxylic acid